[4-(trifluoromethoxy)phenyl]methylamine FC(OC1=CC=C(C=C1)CN)(F)F